(S)-3-((S)-sec-butyl)-4-(3-(hydroxymethyl)azetidine-1-carbonyl)-1,3,4,5-tetrahydro-2H-benzo[e][1,4]diazepin-2-one [C@H](C)(CC)[C@@H]1N(CC2=C(NC1=O)C=CC=C2)C(=O)N2CC(C2)CO